(4-([ETHYL(PHENYL)AMINO]METHYL)PHENYL)BORANEDIOL C(C)N(C1=CC=CC=C1)CC1=CC=C(C=C1)B(O)O